CC(C)CC(CCCC)CCC 2-methyl-4-propyl-octane